trans-6-(7-(7,8-difluoro-3-hydroxynaphthalen-1-yl)-8-fluoro-2-(((2R,7aS)-2-fluorohexahydro-1H-pyrrolizin-7a-yl)methoxy)pyrido[4,3-d]pyrimidin-4-yl)-6-azaspiro[3.5]nonan-2-ol FC1=CC=C2C=C(C=C(C2=C1F)C1=C(C=2N=C(N=C(C2C=N1)N1CC2(CC(C2)O)CCC1)OC[C@]12CCCN2C[C@@H](C1)F)F)O